(2R,3S)-N-((3S)-8,9-dichloro-2-oxo-5-phenyl-2,3-dihydro-1H-1,4-benzodiazepin-3-yl)-2,3-bis(3,3,3-trifluoropropyl)succinamide ClC1=C(C2=C(C(=N[C@@H](C(N2)=O)NC([C@@H]([C@@H](C(=O)N)CCC(F)(F)F)CCC(F)(F)F)=O)C2=CC=CC=C2)C=C1)Cl